FC(C(O)=O)(C(C(C(C(C(C(C(C(F)(F)F)(F)F)(F)F)(F)F)(F)F)(F)F)(F)F)(F)F)F perfluorocapric acid